[Si](C)(C)(C(C)(C)C)OC[C@H](C1=NC=C(C=C1)SCC)N[S@@](=O)C(C)(C)C (S)-N-((S)-2-((tert-Butyldimethylsilyl)oxy)-1-(5-(ethylsulfanyl)pyridin-2-yl)ethyl)-2-methylpropan-2-sulfinamide